CN1C=NC(=C1C2=C(C=C(C=C2)F)OCC3CC3)C4=NC=CC(=C4)C5CNNN5 2-[5-[2-(cyclopropylmethoxy)-4-fluorophenyl]-1-methylimidazol-4-yl]-4-(1H-triazol-4-yl)pyridine